O(C1=CC=CC=C1)C1CN(C1)C=1C(=C(C(=O)OC)C=CC1)N1C=CC=C1 Methyl 3-((3-phenoxy)azetidin-1-yl)-2-(1H-pyrrol-1-yl)benzoate